N-(tert-Butoxycarbonyl)-O-methyl-L-allothreonine C(C)(C)(C)OC(=O)N[C@@H]([C@@H](OC)C)C(=O)O